19-chloro-4,6,8,10,12,14,16-heptamethylnonadecyl methoxymethyl ether COCOCCCC(CC(CC(CC(CC(CC(CC(CCCCl)C)C)C)C)C)C)C